ClC1=C(C(N(N=C1)CC1=CC=C(C=C1)OC)=O)C(F)(F)F 5-chloro-2-[(4-methoxyphenyl)methyl]-4-(trifluoromethyl)pyridazin-3-one